2-hydroxy-1,3-oxazole-5-carboxylic acid OC=1OC(=CN1)C(=O)O